CCOC=O mono-2-ethyl-carboxylate